BrC=1C=C(CNC2=C3N=CN(C3=NC=N2)[C@H]2[C@@H](O)[C@H](O)[C@H](O2)CO)C=CC1 6-(3-Bromobenzylamino)-9-β-D-arabinofuranosylpurin